methyl 2-fluoro-4-(1-((5-methoxy-7-methyl-1-tosyl-1H-indol-4-yl)methyl)-4-methylpiperazin-2-yl)benzoate FC1=C(C(=O)OC)C=CC(=C1)C1N(CCN(C1)C)CC1=C2C=CN(C2=C(C=C1OC)C)S(=O)(=O)C1=CC=C(C)C=C1